ClC1=C(C(=O)N2COC3=C(C2)C=CC=C3C3=CC(=C(C#N)C=C3F)N3C2COCC3CC2)C(=CC(=C1)N1[C@@H](CN(CC1)C)C)Cl 4-[3-[2,6-dichloro-4-[(2R)-2,4-dimethylpiperazin-1-yl]benzoyl]-2,4-dihydro-1,3-benzoxazin-8-yl]-5-fluoro-2-(3-oxa-8-azabicyclo[3.2.1]octan-8-yl)benzonitrile